1,3-bis-[4-(1H-benzoimidazol-2-yl)-phenyl]-urea N1C(=NC2=C1C=CC=C2)C2=CC=C(C=C2)NC(=O)NC2=CC=C(C=C2)C2=NC1=C(N2)C=CC=C1